C(C)(C)C1NC(CC(C1)=O)C=1N=NN(C1)C 2-isopropyl-6-(1-methyltriazol-4-yl)piperidin-4-one